C(C1=CC=CC=C1)OCCCC1C(C(O1)=O)(C)C 4-(3-(benzyloxy)propyl)-3,3-dimethyloxetan-2-one